C(CCC)N(C(S)=S)CCCC.[Na] sodium dibutyl-dithiocarbamic acid